(4S)-4-amino-4-(1,3-benzothiazol-2-yl)butanamide trifluoroacetate FC(C(=O)O)(F)F.N[C@@H](CCC(=O)N)C=1SC2=C(N1)C=CC=C2